C=1N=CN2C1C1=CC=CC=C1[C@H]2CO ((S)-5H-imidazo[5,1-a]isoindol-5-yl)methanol